C(C1=CC=CC=C1)C1(CC(=NO1)C=1C=C(C=CC1)C1=C(C=CC(=C1)Cl)OC)C(=O)OC methyl 5-benzyl-3-(5'-chloro-2'-methoxy-[1,1'-biphenyl]-3-yl)-4,5-dihydroisoxazole-5-carboxylate